C[C@H]1NC[C@@H](NC1)CN1[C@@H](COCC1)C (2R,5R)-5-methyl-2-(((R)-3-methylmorpholino)methyl)piperazine